8-(3-Benzylimidazo[1,2-a]pyridin-8-yl)-N-((5-fluoro-2,3-dihydrobenzofuran-4-yl)methyl)-[1,2,4]triazolo[4,3-c]pyrimidin-5-amine C(C1=CC=CC=C1)C1=CN=C2N1C=CC=C2C=2C=1N(C(=NC2)NCC2=C(C=CC3=C2CCO3)F)C=NN1